(2S,4S)-1-benzyloxycarbonyl-4-[[6-[3-[3-(3-hydroxypropylamino)propyl]benzimidazol-4-yl]-2-pyridyl]amino]pyrrolidine-2-carboxylic acid C(C1=CC=CC=C1)OC(=O)N1[C@@H](C[C@@H](C1)NC1=NC(=CC=C1)C1=CC=CC=2N=CN(C21)CCCNCCCO)C(=O)O